C(CC(C)CCC=C(C)C)CC(=O)[O-] Citronellyl-acetat